NC1=C(C(=NN1C1CCCCC1)C1=CC=C(C=C1)CNC(C1=C(C=CC=C1)OC)=O)C#N N-[[4-(5-amino-4-cyano-1-cyclohexyl-pyrazol-3-yl)phenyl]methyl]-2-methoxy-benzamide